C(C)(C)(C)OC(=O)N1CC2(C1)CCN(CC2)C2=CC(=CC=C2)C2C(NC(CC2)=O)=O 7-(3-(2,6-dioxopiperidin-3-yl)phenyl)-2,7-diazaspiro[3.5]nonane-2-carboxylic acid tert-butyl ester